5-bromo-2-(trifluoro-methyl)pyridine BrC=1C=CC(=NC1)C(F)(F)F